8-amino-N-{4-[2-(4-cyclohexylpiperazin-1-yl)-2-oxoethyl]-1,3-thiazol-2-yl}-4,4-dimethyl-1-(tetrahydro-2H-pyran-2-yl)-4,5-dihydro-1H-pyrazolo[4,3-H]quinazoline-3-carboxamide NC1=NC=2C3=C(C(CC2C=N1)(C)C)C(=NN3C3OCCCC3)C(=O)NC=3SC=C(N3)CC(=O)N3CCN(CC3)C3CCCCC3